(2R)-4,4-Difluoro-2-(4-fluorophenyl)-N-{4-[7-(pyridin-2-yl)-4-(2,2,2-trifluoroethoxy)-5H-pyrrolo[3,2-d]pyrimidin-6-yl]pyridin-2-yl}butanamid FC(C[C@@H](C(=O)NC1=NC=CC(=C1)C1=C(C=2N=CN=C(C2N1)OCC(F)(F)F)C1=NC=CC=C1)C1=CC=C(C=C1)F)F